BrC=1NC(=NN1)C#N 5-bromo-4H-1,2,4-triazole-3-carbonitrile